FC(F)(F)CC(=O)[O-].C(C)(=O)[O-].[PH4+].[PH4+] phosphonium acetate (trifluoromethyl acetate)